O=C(/C=C/C1=CC=C(C(=O)O)C=C1)C1=CC=C(C=C1)OCCC 4-[(E)-3-Oxo-3-(4-propoxyphenyl)prop-1-enyl]benzoic acid